P(=O)(OCC)(OCC(F)(F)F)[O-].[K+] potassium ethyl (2,2,2-trifluoroethyl) phosphate